(S)-2-amino-3-(4'-methyl-[1,1'-biphenyl]-3-yl)propanoic acid N[C@H](C(=O)O)CC=1C=C(C=CC1)C1=CC=C(C=C1)C